CC=1C(NC(N(C1)[C@@H]1O[C@@H](CN(C1)C(C1=CC=CC=C1)(C1=CC=CC=C1)C1=CC=CC=C1)CP([O-])([O-])=O)=O)=O.C(C)[NH+](CC)CC.C(C)[NH+](CC)CC triethylammonium [(2S,6R)-6-(5-methyl-2,4-dioxo-3,4-dihydropyrimidin-1(2H)-yl)-4-tritylmorpholin-2-yl]methylphosphonate